7-chloro-N-[6-(2,2-difluoroethoxy)-5-fluoro-2-methoxy-3-pyridinyl]naphthalene-1-sulfonamide ClC1=CC=C2C=CC=C(C2=C1)S(=O)(=O)NC=1C(=NC(=C(C1)F)OCC(F)F)OC